3-[5-[2-bromo-5-(trifluoromethyl)-3-pyridinyl]-2-chloro-4-fluoro-phenyl]-5-methyl-4H-isoxazole-5-carboxylic acid ethyl ester C(C)OC(=O)C1(CC(=NO1)C1=C(C=C(C(=C1)C=1C(=NC=C(C1)C(F)(F)F)Br)F)Cl)C